3-(iodomethyl)azetidine ICC1CNC1